N-methyl-N-((S)-pyrrolidine-3-carbonyl)-L-valine methyl ester COC([C@@H](N(C(=O)[C@@H]1CNCC1)C)C(C)C)=O